alanyl-cholesterol N[C@@H](C)C(=O)CC(C)CCC[C@@H](C)[C@H]1CC[C@H]2[C@@H]3CC=C4C[C@@H](O)CC[C@]4(C)[C@H]3CC[C@]12C